O=C1N(C(C2=CC=CC=C12)=O)N(C(C1=C(C=CC=C1)OC(F)(F)F)=O)C N-(1,3-dioxoisoindolin-2-yl)-N-methyl-2-(trifluoromethoxy)benzamide